NCC=1SC(=CN1)CCCO 3-(2-(aminomethyl)thiazol-5-yl)propan-1-ol